(R)-3-(2-(1-cyclopropyl-2-hydroxy-2-methylpropyl)-3-oxoisoindolin-4-yl)-5-methoxybenzonitrile C1(CC1)[C@H](C(C)(C)O)N1CC2=CC=CC(=C2C1=O)C=1C=C(C#N)C=C(C1)OC